[N+](=O)([O-])C=1C(=CC2=C(OCO2)C1)C(C)OC(=O)N[C@@H](CCCCN)C(=O)O {[1-(6-nitro-1,3-benzodioxol-5-yl)ethoxy]carbonyl}-L-lysine